18-azido-octadecanoic acid methyl ester COC(CCCCCCCCCCCCCCCCCN=[N+]=[N-])=O